C(C)(C)(C)N(C(O)=O)C(C(=O)NCC1=NC=CC=C1SCC1CCCC1)(C)C.BrC=1C=C2C(=CNC2=CC1OC)C(C)=O 1-(5-bromo-6-methoxy-1H-indol-3-yl)ethane-1-one tert-butyl-(1-(((3-((cyclopentylmethyl)sulfanyl)pyridin-2-yl)methyl)amino)-2-methyl-1-oxopropan-2-yl)carbamate